C(C(C)C)N1CC2(CN(C2)CC2=CC=C(C=C2)C=2C=C(C3=C(N(C(=N3)C3=CC=C(C=C3)S(=O)(=O)C)C)C2)C)C1 6-(4-((6-Isobutyl-2,6-diazaspiro[3.3]heptan-2-yl)methyl)phenyl)-1,4-dimethyl-2-(4-(methylsulfonyl)phenyl)-1H-benzo[d]imidazol